C(C)(C)(C)N1CC(C1)NC(=O)C=1N=NN(C1)C1CC1 tert-butyl-3-(1-cyclopropyl-1H-1,2,3-triazole-4-carboxamido)azetidine